bis(methoxy)biphenyl COC1=CC=C(C=C1)C1=CC=C(C=C1)OC